(R)-N-((R)-1-(5-cyanopyrimidin-2-yl)ethyl)-2-methylpropane-2-sulfinamide C(#N)C=1C=NC(=NC1)[C@@H](C)N[S@](=O)C(C)(C)C